CC=1N2C=CN=C2C=2CN(CC2C1C)C(=O)[C@H]1CN(CC1)C1=CC(=NC=C1)C(F)(F)F (4,5-Dimethyl-6,8-dihydro-1,3a,7-triaza-as-indacen-7-yl)-[1-(2-trifluoromethyl-pyridin-4-yl)-pyrrolidin-3(R)-yl]-methanone